N(=NC1(CCCCC1)C#N)C1(CCCCC1)C#N azobis(1-cyclohexane-carbonitrile)